8-(2-cyano-6-methylphenyl)-9-(4-((1-(3-fluoropropyl)azetidin-3-yl)methyl)phenyl)-6,7-dihydro-5H-benzo[7]annulene-3-carboxylic acid C(#N)C1=C(C(=CC=C1)C)C=1CCCC2=C(C1C1=CC=C(C=C1)CC1CN(C1)CCCF)C=CC(=C2)C(=O)O